FC(/C=C/[C@@H]1[C@H]([C@H](C[C@H]1O)O)C\C=C/CCCC(=O)OC(C)C)(COC1=CC=CC=C1)F 1-Methylethyl (5Z)-7-[(1R,2R,3R,5S)-2-[(1E)-3,3-difluoro-4-phenoxy-1-butenyl]-3,5-dihydroxycyclopentyl]-5-heptenoate